CN1C=C(C(=CC1=O)C=C)C(=O)OCC ethyl 1-methyl-6-oxo-4-vinyl-pyridine-3-carboxylate